tert-Butyl 4-((4-bromo-1H-indol-1-yl)methyl)-4-fluoropiperidine-1-carboxylate BrC1=C2C=CN(C2=CC=C1)CC1(CCN(CC1)C(=O)OC(C)(C)C)F